2,3,4,5-tetrahydro-1,4-oxazepin O1CCNCC=C1